ClC1=CN(C2=NC=CC(=C21)OC2=C(C=C(C=C2F)NC(=S)NC[C@H](CO)O)F)COCC[Si](C)(C)C |r| (+/-)-N-{4-[(3-chloro-1-{[2-(trimethylsilyl)ethoxy]methyl}-1H-pyrrolo[2,3-b]pyridin-4-yl)oxy]-3,5-difluorophenyl}-N'-(2,3-dihydroxypropyl)thiourea